C1C2C3C(OC(C3C1CC2)=O)=O hexahydro-4,7-methyleneisobenzofuran-1,3-dione